C[Sn](C=1C(NC(N([C@H]2C[C@H](OC(C(C3=CC=CC=C3)C(CCCC(C)N(C(=NC(=O)OC(C)(C)C)N)C(=O)OC(C)(C)C)=O)=O)[C@@H](CO)O2)C1)=O)=O)(C)C (R)-(-)-5-Trimethylstannyl-3'-O-[2-(ε-(N,N'-bis(tert-butyloxycarbonyl)guanidino)hexanoyl)-2-phenylacetyl]-2'-deoxyuridine